FC(C=1N=C(SC1)CN1CCC2(CN(C2)C(=O)N2CC3(C2)CC(C3)N3N=C(N=C3)C(F)(F)F)CC1)(F)F [7-[[4-(trifluoromethyl)thiazol-2-yl]methyl]-2,7-diazaspiro[3.5]nonan-2-yl]-[6-[3-(trifluoromethyl)-1,2,4-triazol-1-yl]-2-azaspiro[3.3]heptan-2-yl]methanone